glycinyl-glycine NCC(=O)NCC(=O)O